C(C)OC(\C=C\COC1=CC(=NC=C1I)Cl)=O.C(O)NC(C=C)=O N-(methylol)acrylamide (E)-ethyl-4-(2-chloro-5-iodo-pyridin-4-yloxy)-but-2-enoate